3-((S)-3-(2-(2-chloro-3,4-dihydroxyphenyl)-2-oxoacetamido)-2-oxopiperidin-1-yl)-7-oxo-4-thia-1-azabicyclo[3.2.0]heptane-3-carboxylic acid ClC1=C(C=CC(=C1O)O)C(C(=O)N[C@@H]1C(N(CCC1)C1(CN2C(CC2S1)=O)C(=O)O)=O)=O